N1N=NN=C1N1CCC1 tetrazole-yl-azetidine